1-[2-(aminomethyl)-3,3-difluoro-allyl]-4-[[3-[6-(dimethylamino)-3-pyridyl]phenyl]methyl]tetrazol-5-one NCC(CN1N=NN(C1=O)CC1=CC(=CC=C1)C=1C=NC(=CC1)N(C)C)=C(F)F